O=[Bi]O[Bi]=O dibismuth trioxide